COC1=C(C=CC=C1C1=NC=CN=C1)NC1=CC(=NC=C1C(CC)=O)NC(=O)[C@H]1CC12CC2 (S)-N-(4-((2-methoxy-3-(pyrazin-2-yl)phenyl)amino)-5-propionylpyridin-2-yl)spiro[2.2]pentane-1-Carboxamide